O1COC2=C1C=CC(=C2)C(CC(=O)OC)C2=CC1=CC(=CC=C1C=C2)OCC(=O)N(C)C2CCCCCC2 Methyl 3-(benzo[d][1,3]dioxol-5-yl)-3-(7-(2-(cycloheptyl (methyl)amino)-2-oxoethoxy)naphthalen-2-yl)propanoate